O[C@H]1CCC2[C@H]3CC[C@@]4([C@H](CC[C@H]4[C@@H]3CC=C2C1)[C@@H](CCC(=O)O)C)C (4R)-4-((3S,8R,9S,13R,14S,17R)-3-hydroxy-13-methyl-2,3,4,7,8,9,10,11,12,13,14,15,16,17-tetradecahydro-1H-cyclopenta[a]phenanthren-17-yl)pentanoic acid